C(C)(C)(C)OC(NCC1=NC=CC(=C1)/C(=C(/C1=CC=CC=C1)\F)/F)=O N-[[4-[(E)-1,2-difluoro-2-phenyl-vinyl]-2-pyridinyl]methyl]carbamic acid tert-butyl ester